4-benzyl-6-chloro-3-[(E)-3-[4-(trifluoromethyl)phenyl]prop-2-enoyl]-1H-quinolin-2-one C(C1=CC=CC=C1)C1=C(C(NC2=CC=C(C=C12)Cl)=O)C(\C=C\C1=CC=C(C=C1)C(F)(F)F)=O